COC(=O)C1COCC1 methyltetrahydrofuran-3-carboxylate